C(CC)N1CC(C1)OC1=C(C=O)C=CC=C1 ((1-propylazetidin-3-yl)oxy)benzaldehyde